5-bromo-7-fluoro-2-methylindazole BrC1=CC2=CN(N=C2C(=C1)F)C